vanadium oxide tripropoxide [O-]CCC.[O-]CCC.[O-]CCC.[O-2].[V+5]